(2R)-2-(9H-fluoren-9-ylmethoxycarbonyl-amino)-4-methyl-pentanoic acid (2,5-dioxopyrrolidin-1-yl) ester O=C1N(C(CC1)=O)OC([C@@H](CC(C)C)NC(=O)OCC1C2=CC=CC=C2C=2C=CC=CC12)=O